N-Methylglycine Hydroiodide I.CNCC(=O)O